[Si](C)(C)(C(C)(C)C)OC1=CC=C2C=CCN(C2=C1)C(=O)Cl 7-((tert-butyldimethylsilyl)oxy)quinoline-1(2H)-carbonyl chloride